N'-(2-chloroacetyl)picolinohydrazide ClCC(=O)NNC(C1=NC=CC=C1)=O